ClC1=C(C=CC=C1)NC(=O)C1=C(N=C(S1)C1=C(C(=C(C(=C1)F)F)O)F)C N-(2-chlorophenyl)-4-methyl-2-(2,4,5-trifluoro-3-hydroxyphenyl)thiazole-5-carboxamide